1-cyclobutyl-3-[[2-(difluoro-methoxy)pyridin-4-yl]methyl]urea C1(CCC1)NC(=O)NCC1=CC(=NC=C1)OC(F)F